C(C)N(C1=CC=C(C=C1)C1=C2C=C(C(=CC2=CC2=C1C(OC2)=O)OC)OC)CC 9-(4-(diethylamino)phenyl)-6,7-dimethoxynaphtho[2,3-c]furan-1(3H)-one